3-(4-fluoro-2-methoxyphenyl)pyridine FC1=CC(=C(C=C1)C=1C=NC=CC1)OC